6-[[tert-butoxycarbonyl (2,6-dichloro-3,5-dimethoxy-phenyl)carbamoyl]-methyl-amino]pyrimidin-4-yl-N-[4-(7-ethyl-2,7-diazaspiro[3.5]nonan-2-yl)-2-(prop-2-enoylamino)phenyl]carbamate C(C)(C)(C)OC(=O)N(C(=O)N(C1=CC(=NC=N1)N(C([O-])=O)C1=C(C=C(C=C1)N1CC2(C1)CCN(CC2)CC)NC(C=C)=O)C)C2=C(C(=CC(=C2Cl)OC)OC)Cl